Methyl ((2S)-1-((1R,4S)-3-(((S)-1-(cyclopropylamino)-6,6-difluoro-1,2-dioxoheptan-3-yl)carbamoyl)-2-azabicyclo[2.2.1]heptan-2-yl)-3,3-dimethyl-1-oxobutan-2-yl)carbamate C1(CC1)NC(C([C@H](CCC(C)(F)F)NC(=O)C1N([C@@H]2CC[C@H]1C2)C([C@H](C(C)(C)C)NC(OC)=O)=O)=O)=O